FC=1C(=C(C=C2CCN(CC12)CCN1CCCC1)O)N1CC(NS1(=O)=O)=O 5-{8-fluoro-6-hydroxy-2-[2-(pyrrolidin-1-yl)ethyl]-1,2,3,4-tetrahydroisoquinolin-7-yl}-1λ6,2,5-thiadiazolidine-1,1,3-trione